[Ba].[Cu] copper barium